tert-butyl [(2S)-1-{[(R*)-[(3-[[4-(4-fluoro-2-methoxyphenyl)-1,3,5-triazin-2-yl]amino]phenyl) methyl](methyl)oxo-lambda6-sulfanylidene]amino}-3-methyl-1-oxobutan-2-yl]carbamate FC1=CC(=C(C=C1)C1=NC(=NC=N1)NC=1C=C(C=CC1)C[S@](=O)(C)=NC([C@H](C(C)C)NC(OC(C)(C)C)=O)=O)OC |o1:21|